ortho-maleimidophenol C1(C=CC(N1C1=C(C=CC=C1)O)=O)=O